5-chloro-2-(4-fluoro-2-methylphenoxy)-N-(6-(methylthio)pyridazin-4-yl)-4-(trifluoromethyl)Benzamide ClC=1C(=CC(=C(C(=O)NC2=CN=NC(=C2)SC)C1)OC1=C(C=C(C=C1)F)C)C(F)(F)F